COC(C(=O)O)CC1=CC=C(C=C1)OC 2-Methoxy-3-(4-methoxyphenyl)propanoic acid